O[C@H](C(=O)OCCCCCCCC)CCC(=O)[O-] octyl (S)-2-hydroxyglutarate